rac-(2r,3r)-3-(4-(2-amino-5-(trifluoromethyl)pyrimidin-4-yl)-1H-pyrazol-1-yl)butan-2-ol NC1=NC=C(C(=N1)C=1C=NN(C1)[C@@H]([C@@H](C)O)C)C(F)(F)F |r|